C(C=C)(=O)NC1=CC=C(C=C1)C1=NN2N=CN=C(C2=C1C1=CC(=C(C(=O)NC2CC(C2)OC)C=C1)OC)N 4-(6-(4-acrylamidophenyl)-4-aminopyrazolo[5,1-f][1,2,4]triazin-5-yl)-2-methoxy-N-((1s,3s)-3-methoxycyclobutyl)benzamide